C(C)OC1=CC=C(C=C1)N1[C@@H]2CN(C[C@H](C1)CC2(C)C)C(CCC#N)=O 4-((1S,5S)-6-(4-Ethoxyphenyl)-9,9-dimethyl-3,6-diazabicyclo[3.2.2]nonan-3-yl)-4-oxobutanenitrile